C(C)(C)(C)OC(=O)N1CC(CC1)C1=NC(=C(C=C1)Br)OC 3-(5-bromo-6-methoxypyridin-2-yl)pyrrolidine-1-carboxylic acid tert-butyl ester